C(=O)[O-].C(C)(C)(C)OC(=O)NCC1=NC2=C([NH2+]1)C=C(C=C2)C2=CN(CCC2)C(=O)OC 2-(((tert-butoxycarbonyl)amino)methyl)-6-(1-(methoxycarbonyl)-1,4,5,6-tetrahydropyridin-3-yl)-1H-benzo[d]imidazol-1-ium formate